FC=1C=C2C(=CNC(C2=CC1F)=O)[C@@H](C)N(C(=O)C=1NC2=CC=CC(=C2C1)F)C |r| Racemic-N-(1-(6,7-difluoro-1-oxo-1,2-dihydroisoquinolin-4-yl)ethyl)-4-fluoro-N-methyl-1H-indole-2-carboxamide